ClCCCCCCCC(=O)NCCCC[C@H](N)C(=O)O N6-(8-chlorooctanoyl)-L-lysine